BrC1=CC=2C=3C(=C4C(=C(C3NC2C=C1)C)C=CN=C4)C 9-bromo-5,11-dimethyl-6H-pyrido[4,3-b]carbazole